FC(C(C(F)(F)F)(C(F)(F)F)C1=CC(C(C(C1(F)F)(F)F)(F)F)(F)F)(F)F (perfluoro-tertiary butyl)-3,3,4,4,5,5,6,6-octafluoro-1-cyclohexene